N-((R)-1-(3,5-difluoropyridin-2-yl)-2,2,2-trifluoroethyl)-2-(2,6-dioxopiperidin-3-yl)-1-oxoisoindoline-5-carboxamide FC=1C(=NC=C(C1)F)[C@H](C(F)(F)F)NC(=O)C=1C=C2CN(C(C2=CC1)=O)C1C(NC(CC1)=O)=O